F[P]F difluoro(phosphorus)